4,4-dimethyl-Oxazolidin-2-one-5,5-d2 CC1(NC(OC1([2H])[2H])=O)C